N-(5-(difluoromethoxy)-1H-pyrazol-3-yl)-6-(((4R,6S)-6-methylazepan-4-yl)oxy)pyrazin-2-amine FC(OC1=CC(=NN1)NC1=NC(=CN=C1)O[C@H]1CCNC[C@H](C1)C)F